IC1=CC(=NC(=C1)N1CCOCC1)NC1(BOC=C1)C 4-iodo-N-(3-methyl-oxaborol-3-yl)-6-(morpholin-4-yl)pyridin-2-amine